6-cyclopropyl-2-fluoro-nicotinaldehyde C1(CC1)C1=NC(=C(C=O)C=C1)F